methyl (2R,6R)-4-(benzoyloxy)-1-isobutyryl-6-methylpiperazine-2-carboxylate C(C1=CC=CC=C1)(=O)ON1C[C@@H](N([C@@H](C1)C)C(C(C)C)=O)C(=O)OC